isopropyl-(methyl)sulfamoyl chloride C(C)(C)N(S(=O)(=O)Cl)C